2-(4-methyl-5-{(1R)-1-[2-(3-methylphenyl)-2H-tetrazol-5-yl]ethoxy}-4H-1,2,4-triazol-3-yl)pyrimidine CN1C(=NN=C1O[C@H](C)C=1N=NN(N1)C1=CC(=CC=C1)C)C1=NC=CC=N1